({2-[({[(4-bromophenyl)amino]carbonyl}amino)methyl]-4-methylpentanoyl}amino)acetic acid BrC1=CC=C(C=C1)NC(=O)NCC(C(=O)NCC(=O)O)CC(C)C